C1=C(C=CC=2C3=CC=CC=C3C3=CC=CC=C3C12)C1=CC=C(C=C1)B(O)O (4-(triphenylen-2-yl)phenyl)boronic acid